C(#C)C1(C(CCO1)O)CO 5-ethynyl-4-hydroxy-5-(hydroxymethyl)tetrahydrofuran